C1(CC1)C1=NC(=NS1)C=1C(=CC(=C(C1)NC(=O)C=1C=NN2C1C=CC(=C2)F)C)F N-[5-(5-Cyclopropyl-1,2,4-thiadiazol-3-yl)-4-fluoro-2-methylphenyl]-6-fluoropyrazolo[1,5-a]pyridine-3-carboxamide